CC1=NC=C(C(=C1)C1=C(N=C(S1)NC1=NNC(=N1)CO)C=1C=C(C#N)C=CC1)C 3-[5-(2,5-DIMETHYLPYRIDIN-4-YL)-2-{[5-(HYDROXYMETHYL)-1H-1,2,4-TRIAZOL-3-YL]AMINO}-1,3-THIAZOL-4-YL]BENZONITRILE